ClC=1C2=C(N=CN1)SC(=C2C2=C(C(=C(C(=C2C)Cl)OC)Cl)C)I 4-chloro-5-(3,5-dichloro-4-methoxy-2,6-dimethyl-phenyl)-6-iodo-thieno[2,3-d]pyrimidine